1-(2-mercaptoethyl)-3-pentylthiourea SCCNC(=S)NCCCCC